C1(CC1)CN1C=2C3=CN=C(C(O[C@@H](C4=CC(=CC=C4C4=NC(=CN4CC2C(=N1)C)C)F)C)=C3)N (19R)-3-(cyclopropylmethyl)-16-fluoro-5,10,19-trimethyl-20-oxa-3,4,8,11,23-pentaazapentacyclo[19.3.1.02,6.08,12.013,18]pentacosa-1(24),2(6),4,9,11,13,15,17,21(25),22-decaen-22-amine